S1C=NC=C1NC(=O)[C@H]1CC12CCN(CC2)C(=O)OC(C(F)(F)F)C(F)(F)F 1,1,1,3,3,3-hexafluoropropan-2-yl (S)-1-(thiazol-5-ylcarbamoyl)-6-azaspiro[2.5]octane-6-carboxylate